ClC=1C(=NC(=NC1)N[C@@H]1C[C@@H]2CO[C@H]([C@H]1O)O2)C2=CC(=C1C(=C(N(C1=C2)C(C)C)C(C)(C)O)C#N)F 6-(5-chloro-2-(((1R,3R,4S,5S)-4-hydroxy-6,8-dioxabicyclo[3.2.1]octan-3-yl)amino)pyrimidin-4-yl)-4-fluoro-2-(2-hydroxypropan-2-yl)-1-isopropyl-1H-indole-3-carbonitrile